N[C@@H]1C2=CC=CC=C2CC12CCN(CC2)C=2C(=NC(=CN2)C#CCOC2=CC1=C(NC(=N1)C)C=C2)CO (S)-(3-(1-Amino-1,3-dihydrospiro[indene-2,4'-piperidin]-1'-yl)-6-(3-((2-methyl-1H-benzo[d]imidazol-5-yl)oxy)prop-1-yn-1-yl)pyrazin-2-yl)methanol